C1(CCCC1)C1=CC(=NN1)NC1=CC2=C(C(=N1)C)CCC2 N-(5-cyclopentyl-1H-pyrazol-3-yl)-1-methyl-6,7-dihydro-5H-cyclopenta[c]pyridin-3-amine